C=CCCCCCCCCCCCCCCCCCCC 1-henicosene